C(C=C)N1CC2(COC2)C1 6-allyl-2-oxa-6-azaspiro[3.3]heptane